urea hydrochloride Cl.NC(=O)N